6-amino-1-difluoromethyl-3-methyl-1H-imidazo[4,5-b]pyridin-2(3H)-one NC=1C=C2C(=NC1)N(C(N2C(F)F)=O)C